N1-[2-((1S)-1-[(3-aminopropyl)amino]-4-[bis(3-aminopropyl)amino]butylformamido)ethyl]-3,4-di[oleoyloxy]-benzoamide NCCCN[C@@H](CCCN(CCCN)CCCN)C(=O)NCCNC(C1=CC(=C(C=C1)OC(CCCCCCC\C=C/CCCCCCCC)=O)OC(CCCCCCC\C=C/CCCCCCCC)=O)=O